C(CCCCCCCCC(=O)O)C(=O)O.C(COCCO)O diethylene glycol 1,9-nonanedicarboxylate